2-(phenylamino)quinazolin-4(3H)-one C1(=CC=CC=C1)NC1=NC2=CC=CC=C2C(N1)=O